1-(4-(3-amino-1-methyl-4-(4-nitrophenyl)-1H-pyrazolo[3,4-b]pyridin-6-yl)-3,6-dihydropyridin-1(2H)-yl)-2-methylpropan-1-one NC1=NN(C2=NC(=CC(=C21)C2=CC=C(C=C2)[N+](=O)[O-])C=2CCN(CC2)C(C(C)C)=O)C